COC([C@H](NC1=C(C=C(C=C1)CO[Si](C)(C)C(C)(C)C)[N+](=O)[O-])C)=O (4-(((tert-butyldimethylsilyl)oxy)methyl)-2-nitrophenyl)-D-alanine methyl ester